B([O-])(O)O.B(O)(O)O.C(C(=O)O)(=O)O.C(C(=O)O)(=O)O.[Li+] lithium bis(oxalate) borate (borate)